chloroethylthiourea ClCCNC(=S)N